(dimethylamino)-4-(2-(trifluoromethyl)pyrimidin-5-yl)nicotinaldehyde CN(C)C1=C(C=O)C(=CC=N1)C=1C=NC(=NC1)C(F)(F)F